ClC=1N=CC2=C(N1)N(C(C=C2C)=O)CC2CCOCC2 2-chloro-5-methyl-8-(tetrahydro-2H-pyran-4-ylmethyl)pyrido[2,3-d]pyrimidin-7(8H)-one